tetramethyl-1,8-octanediamine CC(C(N)(C)C)(CCCCCCN)C